ClC1=CC=C(S1)CO 5-chloro-2-thiophenmethanol